FC1=C(N)C=C(C(=C1)C)C=1C=C(C=2N(C1)C=CN2)N2CCOCC2 2-fluoro-4-methyl-5-(8-morpholinoimidazo[1,2-a]pyridin-6-yl)aniline